[Si](C)(C)(C(C)(C)C)OCCCOC=1C=2C=C3N(C2C(=C(C1)Cl)Cl)CCN(C3=O)C 9-(3-((tert-Butyldimethylsilyl)oxy)propoxy)-6,7-dichloro-2-methyl-3,4-dihydropyrazino[1,2-a]indol-1(2H)-one